4,5-diacetoxy-3-methylpentanoic acid C(C)(=O)OC(C(CC(=O)O)C)COC(C)=O